ClC1=CC=C(C=N1)C(CC(=O)O)(C)O 3-(6-chloropyridin-3-yl)-3-hydroxybutanoic acid